C(#N)CCOC1=CC=C(/C=C/C2=C3C=C(N=CC3=C(N=C2)NC([2H])([2H])[2H])NC(=O)[C@@H]2[C@@H](C2)C)C=C1 (1S,2R)-N-(5-((E)-4-(2-cyanoethoxy)styryl)-8-((methyl-d3)amino)-2,7-naphthyridin-3-yl)-2-methylcyclopropane-1-carboxamide